IC1=CN(C=2N=C(N(C(C21)=O)C)N2C1COCC2CN(C1)C(=O)OC(C)(C)C)COCC[Si](C)(C)C tert-butyl 9-(5-iodo-3-methyl-4-oxo-7-((2-(trimethylsilyl)ethoxy)methyl)-4,7-dihydro-3H-pyrrolo[2,3-d]pyrimidin-2-yl)-3-oxa-7,9-diazabicyclo[3.3.1]nonane-7-carboxylate